[O-]S(=O)(=O)C(F)(F)F.C(C)(C)(C)OC([C@H](CCC(=O)OC(C)(C)C)NC(=O)N[C@@H](CCCCNC(=O)C=1C=CC(=NC1OC)[N+](C)(C)C)C(=O)OC(C)(C)C)=O 5-{[(5S)-5-({[(2S)-1,5-bis(tert-butoxy)-1,5-dioxopentan-2-yl]carbamoyl}amino)-6-(tert-butoxy)-6-oxohexyl]carbamoyl}-6-methoxy-N,N,N-trimethyl-pyridine-2-aminium triflate